(R)-N'-((4-fluoro-3-(2-methoxypyridin-4-yl)bicyclo[4.2.0]octa-1(6),2,4-trien-2-yl)carbamoyl)-6,7-dihydro-5H-pyrazolo[5,1-b][1,3]oxazine-3-sulfonimidamide FC=1C(=C(C=2CCC2C1)NC(=O)N=[S@](=O)(N)C=1C=NN2C1OCCC2)C2=CC(=NC=C2)OC